ClC1=C(C=C(C(=C1)F)OC)C1=CC=2N(C(N(C(C2S1)=O)C1=CN=CC2=CC=CC(=C12)C)=O)COCC[Si](C)(C)C 6-(2-chloro-4-fluoro-5-methoxyphenyl)-3-(5-methylisoquinolin-4-yl)-1-((2-(trimethylsilyl)ethoxy)methyl)thieno[3,2-d]pyrimidine-2,4(1H,3H)-dione